O(S(=O)(=O)C(F)(F)F)C1=NC2=C(C=CN=C2C=C1)Cl 8-chloro-1,5-naphthyridin-2-yl triflate